N-(1-(2-(1H-pyrazol-4-yl)quinolin-4-yl)cyclopropyl)-2-methyl-5-(4-methylpiperazin-1-yl)benzamide N1N=CC(=C1)C1=NC2=CC=CC=C2C(=C1)C1(CC1)NC(C1=C(C=CC(=C1)N1CCN(CC1)C)C)=O